C(C)(C)C1C2C=CC(C1)C2=O 5-(isopropyl)-7-oxo-bicyclo[2.2.1]Hept-2-ene